(2R,3S,5R)-4-[[5-(1,1-difluoroethyl)-3-(3,4-difluoro-2-methoxy-phenyl)-5-methyl-tetrahydrofuran-2-carbonyl]amino]pyridine-2-carboxamide FC(C)(F)[C@]1(C[C@H]([C@@H](O1)C(=O)NC1=CC(=NC=C1)C(=O)N)C1=C(C(=C(C=C1)F)F)OC)C